O.[Ti].[Si] silicon titanium water